N-(3-(5-chloropyridin-2-yl)isoxazol-5-yl)-4-(2-methyl-6,7-dihydropyrazolo[1,5-a]pyrimidin-4(5H)-yl)-4-oxobutanamide ClC=1C=CC(=NC1)C1=NOC(=C1)NC(CCC(=O)N1C=2N(CCC1)N=C(C2)C)=O